tert-butyl rel-(trans)-3-cyano-4-phenylpyrrolidine-1-carboxylate C(#N)[C@@H]1CN(C[C@H]1C1=CC=CC=C1)C(=O)OC(C)(C)C